triglycidyloxynaphthalene C(C1CO1)OC=1C(=C(C2=CC=CC=C2C1)OCC1CO1)OCC1CO1